ClC=1C=C(C=CC1)C1=CC=CC=C1 3-chloro-1-phenylbenzol